N[C@@H](CC)C=1C=C(C#N)C=CC1F 3-[(1S)-1-aminopropyl]-4-fluorobenzonitrile